C(C)N1N=CC=C1C(C(F)(F)F)NC(C(=O)O)C1CCC(CC1)C 2-[[1-(2-ethylpyrazol-3-yl)-2,2,2-trifluoro-ethyl]amino]-2-(4-methylcyclohexyl)acetic acid